C(C1=CC=CC=C1)N1CC=2N(C(N=C(C2CC1)N1C[C@H](N(C[C@@H]1C)C(=O)OC(C)(C)C)C)=O)C1=C(C=CC=C1)C(C)C tert-Butyl (2R,5S)-4-(7-benzyl-1-(2-isopropylphenyl)-2-oxo-1,2,5,6,7,8-hexahydropyrido[3,4-d]pyrimidin-4-yl)-2,5-dimethylpiperazine-1-carboxylate